N-[(2-amino-3-fluoroquinolin-7-yl)methyl]-6-cyclopropyl-N-(2-methanesulfonylphenyl)pyridine-3-carboxamide NC1=NC2=CC(=CC=C2C=C1F)CN(C(=O)C=1C=NC(=CC1)C1CC1)C1=C(C=CC=C1)S(=O)(=O)C